CC(C)SCC=1OC=CC1 2-(prop-2-ylthiomethyl)furan